C(CCCC)C(C(=O)C1=CC=C(C=C1)C)=CC1=CC=CC=C1 (pentyl)-3-phenyl-1-(p-tolyl)prop-2-en-1-one